CS(=O)(=O)[O-].C(CCCCCCC)[NH+]1CCC(CC1)CCCC 1-Octyl-4-butylpiperidinium methansulfonat